NC(N)[C@H](C(=O)O)NC(CCN)=O (2R)-3-amino-2-(3-aminopropionylamino)beta-alanine